2-(5-bromo-3-(ethylsulfanyl)pyridin-2-yl)-N-methyl-5-nitropyrimidin-4-amine BrC=1C=C(C(=NC1)C1=NC=C(C(=N1)NC)[N+](=O)[O-])SCC